FC=1C=CC(=NC1C)C(=O)OC methyl 5-fluoro-6-methylpicolinate